O[C@H]1[C@@H]([C@H]2[C@H]([C@H]([C@H]3[C@@H]4CC[C@H]([C@@H](CCCNS(=O)(=O)C5=CC(=CC=C5)F)C)[C@]4(CC[C@@H]3[C@]2(CC1)C)C)O)CC)F N-(3alpha,7alpha-dihydroxy-4beta-fluoro-6alpha-ethyl-5beta-cholan-24-yl)-m-fluorophenyl-sulfonamide